N-(3-Cyano-4-fluorophenyl)-6,7,10,11-tetrahydro-5H-pyrido[2,3-c]pyrido[4',3':3,4]pyrazolo[1,5-a]azepine-12(13H)-carboxamide C(#N)C=1C=C(C=CC1F)NC(=O)N1CC=2C(=NN3C2C2=C(CCC3)C=CC=N2)CC1